hexyl (R)-(1-amino-5-chloro-1,4-dioxopentan-3-yl)carbamate NC(C[C@H](C(CCl)=O)NC(OCCCCCC)=O)=O